1-[(1S)-1-(ethoxymethyl)-2-(4-octyloxyphenyl)ethyl]Imidazo[4,5-c]Quinoline C(C)OC[C@H](CC1=CC=C(C=C1)OCCCCCCCC)N1C=NC=2C=NC=3C=CC=CC3C21